2-(2H-benzotriazol-2-yl)-4-methyl-1-phenylethyl-phenol N=1N(N=C2C1C=CC=C2)CC(C2=CC=CC=C2)C2=C(C=CC(=C2)C)O